N,N-bis(2-hydroxypropyl)dimethyl-ammonium bromide [Br-].OC(C[N+](CC(C)O)(C)C)C